4-fluorotryptophan FC=1C=CC=C2NC=C(C[C@H](N)C(=O)O)C12